CN1CCN(CC1)C1=CC=C(C=C1)[S-].[Na+] Sodium 4-(4-methylpiperazin-1-yl)benzenethiolate